P([O-])(F)F.[Li+].C(C)OP(=O)(OCC)O.C(=C)N1CN(C=C1)CC 1-vinyl-3-ethylimidazole diethyl-phosphate lithium difluorophosphite